CN(C1CCC2(CCN(CC2)C(COC2=CC=C(C#N)C=C2)=O)CC1)C=1C2=C(N=CN1)NC=C2 4-(2-(9-(methyl(7H-pyrrolo[2,3-d]pyrimidin-4-yl)amino)-3-azaspiro[5.5]undecan-3-yl)-2-oxoethoxy)benzonitrile